[Si](C)(C)(C(C)(C)C)O[C@@H]1CC[C@@]2([C@H]3CC[C@@]4([C@H](CC[C@H]4[C@@H]3CCC2=C1)/C(/C)=N/O)C)C (E)-1-((3R,8S,9S,10R,13S,14S,17S)-3-((tert-butyldimethylsilyl)oxy)-10,13-dimethyl-2,3,6,7,8,9,10,11,12,13,14,15,16,17-tetradecahydro-1H-cyclopenta[a]phenanthren-17-yl)ethan-1-one oxime